FC=1C(=C2C=CN(C2=C(C1)C)C(=O)OC(C)(C)C)O tert-butyl 5-fluoro-4-hydroxy-7-methyl-1H-indole-1-carboxylate